C(CCCCCCCCCCCCC(=O)N)CCCCCCCCCCCC(=O)N ethylenebis(lauramide)